[1,3-Bis[2,6-bis(i-propyl)phenyl]-2-imidazolidinylidene]difluoromethylsilver(I) C(C)(C)C1=C(C(=CC=C1)C(C)C)N1C(N(CC1)C1=C(C=CC=C1C(C)C)C(C)C)=[Ag-2]C(F)F